2,6-Dichloropyridopyrimidine ClC1=NC2=C(C=N1)N=C(C=C2)Cl